FC(C1=CC=C(CCOC=2C=C3C(=CNC3=CC2)NC(=O)C2=CC=NN2)C=C1)(F)F N-(5-(4-(trifluoromethyl)phenethoxy)-1H-indol-3-yl)-1H-pyrazole-5-carboxamide